[B+3].[Co+2] Cobalt(II) boron